1-[(12E,16E)-12,16-eicosadienoyl]-2-[(E,E)-7,10-octadecadienoyl]-3-stearoyl-glycerol C(CCCCCCCCCC\C=C\CC\C=C\CCC)(=O)OCC(OC(CCCCC\C=C\C\C=C\CCCCCCC)=O)COC(CCCCCCCCCCCCCCCCC)=O